N-isoheptadecanyl-ethylenediamine C(CCCCCCCCCCCCCC(C)C)NCCN